CC\C=C/CCCCCC cis-3-Decene